5-bromothieno[2,3-b]pyridin-3-amine BrC=1C=C2C(=NC1)SC=C2N